FC(C1=C(C=CC=C1)CN1N=NC=2CN([C@H](CC21)C)C(=O)OC(C)(C)C)F tert-butyl (S)-1-[[2-(difluoromethyl)phenyl]methyl]-6-methyl-1H,4H,5H,6H,7H-[1,2,3]triazolo[4,5-c]pyridine-5-carboxylate